N[C@](C(=O)O)(CC1CCCCC1)C (S)-2-amino-3-cyclohexyl-2-methylpropanoic acid